3-((1-(2,6-dioxopiperidin-3-yl)-2,5-dioxo-2,5-dihydro-1H-pyrrol-3-yl)amino)benzyl (3-chloro-4-methylphenyl)carbamate ClC=1C=C(C=CC1C)NC(OCC1=CC(=CC=C1)NC=1C(N(C(C1)=O)C1C(NC(CC1)=O)=O)=O)=O